N[C@@H](CC(=O)[O-])C(=O)[O-] Z-aspartate